CC=1C(=C(C(=O)[O-])C=CC1)N.[Na+] sodium 3-methyl-2-aminobenzoate